N[C@H]1CC[C@H](CC1)CNC(OC(C)(C)C)=O tert-Butyl (((cis)-4-aminocyclohexyl)methyl)carbamate